N(N)CC1(CC1)O 1-(hydrazinomethyl)cyclopropan-1-ol